C1=CC=C(C=C1)N(C2=CC=CC=C2)C3=C(C(=C(C=C3)[N+](=O)[O-])[N+](=O)[O-])[N+](=O)[O-] Trinitrotriphenylamine